(R) or (S)-2,3-dimethyl-5-(1-methylpyrrolidin-2-yl)pyridine CC1=NC=C(C=C1C)[C@@H]1N(CCC1)C |o1:8|